C(C)OC(C1=CC=C(C=C1)C1=CN=C2N1N=CC(=C2)C=2CCOCC2)=O.OC2CCN(CC2)C(C)=O 1-(4-Hydroxypiperidin-1-yl)ethan-1-one ethyl-4-(7-(3,6-dihydro-2H-pyran-4-yl)imidazo[1,2-b]pyridazin-3-yl)benzoate